8-[(1R)-1-[(2,6-Dichloro-3-pyridyl)amino]ethyl]-3,6-dimethyl-2-(3-pyridyl)chromen-4-one ClC1=NC(=CC=C1N[C@H](C)C=1C=C(C=C2C(C(=C(OC12)C=1C=NC=CC1)C)=O)C)Cl